4-methoxyphenylcarbamate COC1=CC=C(C=C1)NC([O-])=O